BrC=1N(C2=NC=NC(=C2N1)N)CCCO 8-Bromo-9-(3-hydroxypropyl)-9H-adenine